BrC1=CC=C(C=C1)C1(C(C(OC2=C1N(C=1C=CC=CC12)C)=O)C(F)(F)F)C1=CC=CC=C1 4-(4-bromophenyl)-5-methyl-4-phenyl-3-trifluoromethylindolopyranone